FC(CCC1=NN=C(S1)C(=O)NCCC(F)(F)F)CN1N=NC(=C1)C(NCC=1C=NC=C(C1)C(F)(F)F)=O 5-{3-fluoro-4-[4-({[5-(trifluoromethyl)pyridin-3-yl]methyl}carbamoyl)-1H-1,2,3-triazol-1-yl]butyl}-N-(3,3,3-trifluoropropyl)-1,3,4-thiadiazole-2-carboxamide